S1C(OCC2=C1C=CC=C2)C=2C(=C(C(=CC2)OC)O)CC=CC2=CC=C(C=C2)[N+](=O)[O-] 3-(2,4-dihydro-3,1-benzoxathiin-2-yl)-6-methoxy-2-[3-(4-nitrophenyl)prop-2-en-1-yl]phenol